C(=O)(O)C(O)C(O)C(=O)O.C(=O)(O)C(O)C(O)C(=O)O.ClC=1C(=NC(=NC1)NC1=CC=C(C=C1)CN1CCN(CC1)C)NC1=C(C=CC=C1)S(=O)(=O)N(C)C 2-((5-chloro-2-((4-((4-methylpiperazin-1-yl)methyl)phenyl)amino)pyrimidin-4-yl)amino)-N,N-dimethylbenzenesulfonamide di-tartrate salt